tert-butyl (3R,4S)-3-fluoro-4-((2-iodo-1-(2,2,2-trifluoroethyl)-1H-indol-4-yl)amino)piperidine-1-carboxylate F[C@@H]1CN(CC[C@@H]1NC1=C2C=C(N(C2=CC=C1)CC(F)(F)F)I)C(=O)OC(C)(C)C